tert-butyl 3-((4-(2-(2,6-dioxopiperidin-3-yl)-1-oxoisoindolin-5-yl)-2,6-dimethylpiperazin-1-yl)methyl)azetidine-1-carboxylate O=C1NC(CCC1N1C(C2=CC=C(C=C2C1)N1CC(N(C(C1)C)CC1CN(C1)C(=O)OC(C)(C)C)C)=O)=O